OC=1C(=CC2=C(NC[C@H]3N(C2=O)CCC3)C1)OC (S)-8-hydroxy-7-methoxy-1,2,3,10,11,11a-hexahydro-5H-benzo[e]pyrrolo[1,2-a][1,4]diazepin-5-one